FC=1C=C(C(=CC1F)[N+](=O)[O-])O 3,4-difluoro-6-nitrophenol